1-(2-(4-(3-chloro-4-methylphenyl)-1H-imidazol-2-yl)piperidin-1-yl)-2-(methylthio)propan-1-one ClC=1C=C(C=CC1C)C=1N=C(NC1)C1N(CCCC1)C(C(C)SC)=O